C(C)(C)(C)OC(NC1=NC=CC(=C1)C1=CC(=CC=C1)C=1N=C(SC1)NC(=O)[C@H]1N(CC1)C(=O)C1=CN(C=C1)S(=O)(=O)C)=O (S)-tert-butyl(4-(3-(2-(1-(1-(methylsulfonyl)-1H-pyrrole-3-carbonyl)azetidine-2-carboxamido)thiazol-4-yl)phenyl)pyridin-2-yl)carbamate